NC(C(=O)C1(CCSCC1)NC(=O)[C@H]1N(C[C@H](C1)N1N=NC=C1C(C)(C)O)C([C@@H](CC1CCCCC1)NC(C1=CC=CC=C1)=O)=O)=O (2S,4S)-N-(4-(2-amino-2-oxoacetyl)tetrahydro-2H-thiopyran-4-yl)-1-((R)-2-benzamido-3-cyclohexylpropionyl)-4-(5-(2-hydroxypropan-2-yl)-1H-1,2,3-triazol-1-yl)pyrrolidine-2-carboxamide